N-(3-cyclobutyl-5-(trifluoromethyl)pyrazolo[1,5-a]pyridin-2-yl)-2-(1-hydroxycyclopentyl)acetamide C1(CCC1)C=1C(=NN2C1C=C(C=C2)C(F)(F)F)NC(CC2(CCCC2)O)=O